COC1=C(C=C(C=C1)OC=1C=NC(=CC1)C(F)(F)F)NC(=O)C1N(C(CC1)=O)C N-(2-Methoxy-5-((6-(trifluoromethyl)pyridin-3-yl)oxy)phenyl)-1-methyl-5-oxopyrrolidine-2-carboxamide